C(C)(C)N1N=CC(=C1)C1C(C1)NC(OC(C)(C)C)=O tert-butyl (2-(1-isopropyl-1H-pyrazol-4-yl)cyclopropyl)carbamate